C[Si](O[Si](O[Si](O[Si](C)(C)C)(CCC(F)(F)F)C)(CCC(F)(F)F)C)(C)C 1,1,1,3,5,7,7,7-octamethyl-3,5-bis(3,3,3-trifluoropropyl)tetrasiloxane